FC(OC1=NC=CC(=C1)CNC(=O)NC1(CC1)CC(C)(C)C)F 1-[[2-(difluoromethoxy)pyridin-4-yl]methyl]-3-[1-(2,2-dimethylpropyl)cyclopropyl]urea